C(#C)C=1SC=C(N1)NC(=O)N1CCN(CC1)C1=CC=C(C=C1)C1=CC(=CC=C1)N1CCCC1 N-(2-ethynyl-thiazol-4-yl)-4-(3'-(pyrrolidin-1-yl)-[1,1'-biphenyl]-4-yl)piperazine-1-carboxamide